5-(1H-pyrazol-1-yl)-1H-indazol N1(N=CC=C1)C=1C=C2C=NNC2=CC1